CS(=O)(=O)N1CCC(CC1)OC1=NC=CC2=CC(=CC=C12)C=1C=NN2C1C=CC(=C2)C(F)(F)F ((1-(methylsulfonyl)piperidin-4-yl)oxy)-6-(6-(trifluoromethyl)pyrazolo[1,5-a]pyridin-3-yl)isoquinoline